tert-Butyl (R)-3-chloro-1-(((R)-1-methylpyrrolidin-2-yl)methoxy)-12-oxo-6a,7,9,10-tetrahydro-12H-pyrazino[2,1-c]pyrido[3,4-f][1,4]oxazepine-8(6H)-carboxylate ClC1=CC2=C(C(N3[C@@H](CO2)CN(CC3)C(=O)OC(C)(C)C)=O)C(=N1)OC[C@@H]1N(CCC1)C